Ethyl (R)-5-((1-(2-(3-((tert-butoxycarbonyl)amino)butyl)-5-fluoropyridin-3-yl)cyclopropyl)amino)pyrazolo[1,5-a]pyrimidine-3-carboxylate C(C)(C)(C)OC(=O)N[C@@H](CCC1=NC=C(C=C1C1(CC1)NC1=NC=2N(C=C1)N=CC2C(=O)OCC)F)C